C(#N)C=1C=C(C=CC1)/C=C/C(=O)C1=CC=C(C=C1)CC(=O)O 2-[4-[(E)-3-(3-Cyanophenyl)prop-2-enoyl]phenyl]acetic acid